COC(=O)C1=NC=C(C(=C1)Br)OCC1=CC=CC=C1 5-(benzyloxy)-4-bromopyridinecarboxylic acid methyl ester